CC1(OB(OC1(C)C)/C=C/C1C(C1)C(=O)OCC)C ethyl 2-[(E)-2-(4,4,5,5-tetramethyl-1,3,2-dioxaborolan-2-yl)vinyl]cyclopropanecarboxylate